palladium-platinum-iron [Fe].[Pt].[Pd]